4-(4-bromo-2,6-difluorobenzyl)-7-methoxy-1,8-naphthyridine-3,4-diamine BrC1=CC(=C(CC2(C(C=NC3=NC(=CC=C23)OC)N)N)C(=C1)F)F